isoxazolo[4,5-d]isothiazole O1N=CC=2C=NSC21